N5-(2,5-dichloropyrimidin-4-yl)benzo[d]thiazole-4,5-diamine ClC1=NC=C(C(=N1)NC=1C=CC2=C(N=CS2)C1N)Cl